tert-butyl (S)-3-(tosyloxy)pyrrolidine-carboxylate S(=O)(=O)(C1=CC=C(C)C=C1)O[C@@H]1CN(CC1)C(=O)OC(C)(C)C